COC=1C=C2C(=NC(=NC2=CC1OC)C)NC(C)C1=CSC(=C1)C=1C=NN(C1)CCN1CCCC1 6,7-dimethoxy-2-methyl-N-[1-(5-{1-[2-(pyrrolidin-1-yl)ethyl]-1H-pyrazol-4-yl}thiophen-3-yl)ethyl]quinazolin-4-amine